CN1C=C(C=2C1=NC=CC2C2=C1CNC(C1=C(C=C2)NC2=NC=C(C=C2)N2CCNCC2)=O)C 4-(1,3-dimethylpyrrolo[2,3-b]pyridin-4-yl)-7-[(5-piperazin-1-yl-2-pyridyl)amino]isoindolin-1-one